CSC=1C=C2CCCC(C2=CC1)=O 6-(methylthio)-3,4-dihydronaphthalen-1(2H)-one